C(C)(C)C1=C(NC2=CC=C(C=C12)C1CN(CCC1)C(CNC)=O)C=1C=C(C=2N(C1)N=CN2)OC 1-(3-(3-Isopropyl-2-(8-methoxy-[1,2,4]triazolo[1,5-a]pyridin-6-yl)-1H-indol-5-yl)piperidin-1-yl)-2-(methylamino)ethan-1-on